C(#N)C1=NN(C(=C1)C(=O)OC)CC methyl 3-cyano-1-ethyl-1H-pyrazole-5-carboxylate